(2-cyano-5-(4-(trifluoromethyl)phenoxy)phenyl)-1-methyl-5-oxopyrrolidine-2-carboxamide C(#N)C1=C(C=C(C=C1)OC1=CC=C(C=C1)C(F)(F)F)C1(N(C(CC1)=O)C)C(=O)N